C1(CC1)C1=C(C=C(C=C1)C(NC(=O)C1N(CC(C1)F)C(CC=1OC(=NN1)C(F)F)=O)C1=CC=CC=C1)F N-[(4-cyclopropyl-3-fluorophenyl)(phenyl)methyl]-1-{2-[5-(difluoromethyl)-1,3,4-oxadiazol-2-yl]acetyl}-4-fluoropyrrolidine-2-carboxamide